CC1=C(OC(C(=O)O)(C)C)C(=CC(=C1)\C=C\C(=O)C=1OC2=C(C1)C=CC=C2SC)C (E)-2-(2,6-dimethyl-4-(3-(7-(methylthio)benzofuran-2-yl)-3-oxoprop-1-en-1-yl)phenoxy)-2-methylpropanoic acid